FC1=CC=C(C=C1)[C@@H](CN1CC2=CC=CC=C2C1)C (S)-2-(2-(4-Fluorophenyl)propyl)isoindoline